CC1=C(C=CC(=C1)C1=C(C(=O)[O-])C=CC(=C1)OCCCOC(C=C)=O)C1=C(C(=O)[O-])C=CC(=C1)OCCCOC(C=C)=O 2-methyl-1,4-phenylene-bis[4-[3-(acryloyloxy) propoxy] benzoate]